C(C1=CC=CC=C1)OC(=O)N1[C@@H](C[C@H](CC1)OCCOC)C1=CC=C(C=C1)C(=O)OCCOOC (2S,4S)-4-(2-methoxyethoxy)-2-(4-((2-methoxyOxyethoxy)carbonyl)phenyl)piperidine-1-carboxylic acid benzyl ester